C(C1CO1)OC(CN1C(N(C(C1=O)(C)C)CC1CO1)=O)CN1C(N(C(C1=O)(C)C)CC1CO1)=O 2-glycidyloxy-1,3-bis-(5,5-dimethyl-1-glycidylhydantoin-3-yl)propane